C(C)(CC)N(C(C)CC)C1=CC=CC=C1 di-sec-butylaminobenzene